(3S,4R)-4-(4-(4-(dimethoxymethyl)piperidin-1-yl)-3-fluorophenyl)-3-phenylisochroman-7-ol COC(C1CCN(CC1)C1=C(C=C(C=C1)[C@H]1[C@H](OCC2=CC(=CC=C12)O)C1=CC=CC=C1)F)OC